2-((2r,3r)-3-aminopiperidin-2-yl)-3-bromo-5-chloro-N-(thiophen-2-ylmethyl)thieno[3,2-b]pyridin-7-amine formate C(=O)O.N[C@H]1[C@@H](NCCC1)C1=C(C2=NC(=CC(=C2S1)NCC=1SC=CC1)Cl)Br